2-(3-fluorophenyl)-6-methoxy-3,4-dihydroisoquinoline FC=1C=C(C=CC1)N1CC2=CC=C(C=C2CC1)OC